1-(3-phenylbicyclo[1.1.1]pentan-1-yl)but-3-en-1-amine hydrochloride Cl.C1(=CC=CC=C1)C12CC(C1)(C2)C(CC=C)N